OC1=C(C(=O)NC2=CC(=C(C(=O)O)C=C2)O)C=C(C(=C1)S(=O)(=O)O)O 4-(2,5-dihydroxy-4-sulfobenzamido)-2-hydroxybenzoic acid